1,4,7-triazacyclononane dihydrochloride Cl.Cl.N1CCNCCNCC1